C(=O)(O)C(CC(=O)O)N1N=NC2=C1C=CC=C2 1-(1',2'-dicarboxyethyl)benzotriazole